FC=1C=C2CC[C@H](C2=CC1)NC(C1=CC=C(S1)C=1C=2C(N3CCC[C@H]3C2N=C(C1C=1OC(=NN1)C)CC)=O)=O N-[(R)-5-fluoro-1-indanyl]-5-((2S)-11-ethyl-10-(5-methyl-1,3,4-oxadiazol-2-yl)-7-oxo-6,12-diazatricyclo[6.4.0.02,6]dodeca-1(8),9,11-trien-9-yl)-2-thenamide